2-(1-(6-fluoro-5-methoxypyridin-3-yl)ethyl)-7-((2-(methylamino)-1H-imidazol-1-yl)methyl)-3,4-dihydroisoquinolin-1(2H)-one FC1=C(C=C(C=N1)C(C)N1C(C2=CC(=CC=C2CC1)CN1C(=NC=C1)NC)=O)OC